C1(CCCC1)C1=NC=2C(=NC=CC2)N1 2-cyclopentyl-3H-imidazo[4,5-b]pyridin